FC(C=1C=C(C=C(C1)C(F)(F)F)C1=NC2=CC=CC=C2C=N1)(F)F 2-(3,5-bistrifluoromethylphenyl)quinazoline